3-[2-(methylamino)ethyl]benzenesulfonic acid CNCCC=1C=C(C=CC1)S(=O)(=O)O